tert-butyl-4-{4-[1-(2,6-dioxopiperidin-3-yl)-3-methyl-2-oxo-1,3-benzodiazol-5-yl]piperazin-1-yl}-[1,4'-bipiperidin] C(C)(C)(C)C1N(CCC(C1)N1CCN(CC1)C1=CC2=C(N(C(N2C)=O)C2C(NC(CC2)=O)=O)C=C1)C1CCNCC1